6-(2-amino-5-(3,4-dihydro-2H-benzo[b][1,4]dioxepin-7-yl)-6-fluoropyridin-3-yl)-3,4-dihydroisoquinolin-1(2H)-one NC1=NC(=C(C=C1C=1C=C2CCNC(C2=CC1)=O)C1=CC2=C(OCCCO2)C=C1)F